C1N(CC2=CC=CC=C12)C1=NC=2N(C(=C1)C=1C=NNC1)N=C(C2C)C(=O)NC2=CC(=CC=C2)OC 5-(isoindolin-2-yl)-N-(3-methoxyphenyl)-3-methyl-7-(1H-pyrazol-4-yl)pyrazolo[1,5-a]pyrimidine-2-carboxamide